ClC1=C(C=CC=2NC(=NC21)C)C2=CC1=C(N=C(N=C1)NC1=CC=C(C=C1)N1CCN(CC1)CC)N1C2=NN=C1 6-(4-chloro-2-methyl-1H-benzimidazol-5-yl)-N-(4-(4-ethylpiperazin-1-yl)phenyl)-[1,2,4]triazolo[4',3':1,6]pyrido[2,3-d]pyrimidin-2-amine